C(C)(C)(C)OC(=O)N1OCC[C@H]1C1=CN=NC(=C1)C#N.O1N[C@@H](CC1)C=1C=C(N=NC1)C#N 5-[(3S)-Isoxazolidin-3-yl]pyridazine-3-carbonitrile Tert-butyl-(3S)-3-(6-cyanopyridazin-4-yl)isoxazolidine-2-carboxylate